BrC=1C(=C2NC(C=3N(C2=CC1)N=C(C3)C)=O)F 7-bromo-6-fluoro-2-methylpyrazolo[1,5-a]quinoxalin-4(5H)-one